Cl.FC=1C=CC(=C(C1)NN)C (5-fluoro-2-methylphenyl)hydrazine hydrochloride